C(C1=CC=CC=C1)OC1=NC(=CC=C1C1=CC(=C(C=C1)N1CCC(CC1)C1=CC(=C(C=C1)Cl)F)F)OCC1=CC=CC=C1 2,6-dibenzyloxy-3-[4-[4-(4-chloro-3-fluoro-phenyl)-1-piperidyl]-3-fluoro-phenyl]pyridine